2-(hydroxybenzyl)cyclopentanone OC(C1=CC=CC=C1)C1C(CCC1)=O